3-((7-(1-(3-aminopropoxy)-4-chloronaphthalen-2-yl)thieno[3,2-b]pyridin-2-yl)methyl)-6,6-dimethyl-3-azabicyclo[3.1.0]hexane-2,4-dione NCCCOC1=C(C=C(C2=CC=CC=C12)Cl)C1=C2C(=NC=C1)C=C(S2)CN2C(C1C(C1C2=O)(C)C)=O